C(C1=CC=CC=C1)N1N=C(C=C1C1=CC(=CC=C1)OCC(C)C)COC(C(=O)O)(C)C 2-([1-Benzyl-5-[3-(2-methylpropoxy)phenyl]-1H-pyrazol-3-yl]methoxy)-2-methylpropanoic acid